4,4,5,5-tetramethyl-2-(2-methyl-5-(2-(tetrahydro-2H-pyran-4-yl)ethoxy)phenyl)-1,3,2-dioxaborolane CC1(OB(OC1(C)C)C1=C(C=CC(=C1)OCCC1CCOCC1)C)C